The molecule is an organic sodium salt that is the monosodium salt of tolmetin. Used in the form of its dihydrate as a nonselective nonsteroidal anti-inflammatory drug. It has a role as an EC 1.14.99.1 (prostaglandin-endoperoxide synthase) inhibitor and a non-steroidal anti-inflammatory drug. It contains a tolmetin(1-). CC1=CC=C(C=C1)C(=O)C2=CC=C(N2C)CC(=O)[O-].[Na+]